C(#CCCCCC)C=1N=C(SC1)\C=N/O (Z)-4-(hept-1-yn-1-yl)thiazole-2-carbaldehyde oxime